C(C1=CC=CC=C1)C1CN(CC1)C(CCC=1C(=NN(C1C)C=1C=CC=2N(N1)C(=NN2)CC)C)=O 1-(3-benzylpyrrolidin-1-yl)-3-(1-(3-ethyl-[1,2,4]triazolo[4,3-b]pyridazin-6-yl)-3,5-dimethyl-1H-pyrazol-4-yl)propan-1-one